(7R,14R)-11-(2-(1-hydroxycyclobutyl)pyrimidin-5-yl)-6-(methyl-d3)-1-(prop-1-yn-1-yl)-6,7-dihydro-7,14-methanobenzo[f]benzo[4,5]imidazo[1,2-a][1,4]diazocin-5(14H)-one OC1(CCC1)C1=NC=C(C=N1)C1=CC2=C(N=C3N2[C@H]2C4=C(C(N([C@@H]3C2)C([2H])([2H])[2H])=O)C=CC=C4C#CC)C=C1